3-[[2-(5-fluoro-2-methoxy-phenyl)acetyl]amino]benzoic acid ethyl ester C(C)OC(C1=CC(=CC=C1)NC(CC1=C(C=CC(=C1)F)OC)=O)=O